CO[Si](CCCNC)(OC)OC Trimethoxy[3-(methylamino)propyl]silane